CC1=C(C(=O)N)C=CC(=C1)COCC=1N=CSC1 2-methyl-4-((thiazol-4-ylmethoxy)methyl)benzamide